2-(2-hydroxy-2-methylpropyl)-2H-indazole OC(CN1N=C2C=CC=CC2=C1)(C)C